5-((4-(1,1-difluoroethyl)phenyl)ethynyl)-8-(methylamino)-2,7-naphthyridin-3-ylcyclopropanecarboxamide FC(C)(F)C1=CC=C(C=C1)C#CC1=C2C=C(N=CC2=C(N=C1)NC)C1(CC1)C(=O)N